C(#N)C1=CC=C(C=C1)C1=C(C(=NC(=C1)C1=CC=CC=C1)N)C#N 4-(4-cyanophenyl)-6-phenyl-2-amino-3-cyanopyridine